C(=O)[O-].C(=O)[O-].C(=O)[O-].[Na+].[Na+].[Na+] sodium tri-formate